7Z-Dodecenal CCCC/C=C\CCCCCC=O